(±)-1,2,3,9-tetrahydro-9-methyl-3-[(2-methyl-1H-imidazol-1-yl)methyl]-4H-carbazol-4-one CN1C2=CC=CC=C2C=2C([C@H](CCC12)CN1C(=NC=C1)C)=O |r|